2-(Boc-amino)acetic acid C(=O)(OC(C)(C)C)NCC(=O)O